C(=O)(O)CC(=O)NC=1C=C(C(=O)O[C@@H](CC2=C(C=[N+](C=C2Cl)[O-])Cl)C2=CC(=C(C=C2)OC(F)F)OCC2CC2)C=CC1OC (S)-4-(2-(3-(2-carboxyacetamido)-4-methoxybenzoyloxy)-2-(3-(cyclopropylmethoxy)-4-(difluoromethoxy)phenyl)ethyl)-3,5-dichloropyridine 1-oxide